C1(=CC=CC=C1)S(=O)(=O)CC1C2N(P(O1)Cl)CCC2 3-(benzenesulfonylmethyl)-1-chloro-3a,4,5,6-tetrahydro-3H-pyrrolo[1,2-c][1,3,2]oxazaphosphole